3-(1,4-Dimethyl-1H-benzo[d][1,2,3]triazol-5-yl)-3-(3-(((R)-7-ethyl-1,7,8,10-tetrahydro-9H-[1,4]oxazepino[7,6-g]indazol-9-yl)methyl)-4-methylphenyl)-2,2-dimethylpropionic acid CN1N=NC2=C1C=CC(=C2C)C(C(C(=O)O)(C)C)C2=CC(=C(C=C2)C)CN2C[C@H](OC1=CC=C3C=NNC3=C1C2)CC